2-(2-amino-9-((2R,3R,5S)-3-hydroxy-5-(hydroxymethyl)tetrahydrofuran-2-yl)-8-oxo-8,9-dihydro-7H-purin-7-yl)acetonitrile NC1=NC=C2N(C(N(C2=N1)[C@@H]1O[C@@H](C[C@H]1O)CO)=O)CC#N